ClC=1N=C(C2=C(N1)C(=C(N=C2)Cl)I)Cl 2,4,7-trichloro-8-iodopyrido[4,3-d]pyrimidine